FC1=C(C=CC=C1F)[C@H]([C@@H](OS(=O)(=O)C)[C@@H]1N(CCC1)C(=O)OCC1=CC=CC=C1)C1=CC=CC=C1 benzyl (R)-2-((1R,2R)-2-(2,3-difluorophenyl)-1-((methylsulfonyl)oxy)-2-phenylethyl)pyrrolidine-1-carboxylate